N-((S)-3-cyclohexyl-1-(((S)-5-(2,3-dihydrobenzo[f][1,4]oxazepin-4(5H)-yl)-1-hydroxy-5-oxopentan-2-yl)amino)-1-oxopropan-2-yl)indoline-1-carboxamide C1(CCCCC1)C[C@@H](C(=O)N[C@H](CO)CCC(=O)N1CCOC2=C(C1)C=CC=C2)NC(=O)N2CCC1=CC=CC=C21